2-(difluoromethyl)-N-((3R)-1,1,3-trimethylindan-4-yl)pyridin-3-carboxamide FC(C1=NC=CC=C1C(=O)NC1=C2[C@@H](CC(C2=CC=C1)(C)C)C)F